N-[2-(cyclopropanesulfonyl)ethyl]-4-[(1S,4S,5R)-5-{[5-cyclopropyl-3-(2,6-dichlorophenyl)-1,2-oxazol-4-yl]methoxy}-2-azabicyclo[2.2.1]heptan-2-yl]-2-fluorobenzamide C1(CC1)S(=O)(=O)CCNC(C1=C(C=C(C=C1)N1[C@@H]2C[C@H]([C@H](C1)C2)OCC=2C(=NOC2C2CC2)C2=C(C=CC=C2Cl)Cl)F)=O